2-((2-(dodecanoyloxy)-3-(3-((2-ethylhexyl)oxy)-5-pentadecylphenoxy)propyl)(methyl)amino)ethyl dodecanoate C(CCCCCCCCCCC)(=O)OCCN(C)CC(COC1=CC(=CC(=C1)CCCCCCCCCCCCCCC)OCC(CCCC)CC)OC(CCCCCCCCCCC)=O